C1(=CC=CC=C1)[Si](OCC)(OCC)OCC phenyltri-ethoxysilane